IC=1C(=NC2=CC=CC=C2C1C1=C(C=CC(=C1)OCOC)C)C(=O)OCC ethyl 3-iodo-4-[5-(methoxymethoxy)-2-methyl-phenyl]quinoline-2-carboxylate